C1(CCCCC1)NC(=O)C1=CC(=CC=2NC=NC21)NC(=O)C2=C(C=CC=C2)C(F)(F)F N-cyclohexyl-6-({[2-(trifluoromethyl)phenyl]carbonyl}amino)-1H-benzoimidazole-4-carboxamide